6-chloro-7-(2,4-difluorophenyl)-8-((1-hydroxy-2-methylpropan-2-yl)thio)quinazoline-2,4(1H,3H)-dione ClC=1C=C2C(NC(NC2=C(C1C1=C(C=C(C=C1)F)F)SC(CO)(C)C)=O)=O